ClC1=C(C=NN(C1=O)CC1=NC(=NO1)CCC1=CC=C(C=C1)Cl)NCC(=O)N 2-{[5-chloro-1-({3-[2-(4-chlorophenyl)ethyl]-1,2,4-oxadiazol-5-yl}methyl)-6-oxo-1,6-dihydropyridazin-4-yl]amino}acetamide